8-(1-methylethyl)-3-[2,3,6-tri(fluoro)phenyl]-[1,2,4]triazolo[4,3-a]pyridine-7-carboxylic acid CC(C)C=1C=2N(C=CC1C(=O)O)C(=NN2)C2=C(C(=CC=C2F)F)F